5-(2-((tert-butyldimethylsilyl)oxy)ethyl)-2-(tributylstannyl)pyridine [Si](C)(C)(C(C)(C)C)OCCC=1C=CC(=NC1)[Sn](CCCC)(CCCC)CCCC